N1=CNCC2=C1C=CS2 3,4-DIHYDROTHIENO[3,2-D]PYRIMIDIN